C1(=CC=CC=C1)S(=O)(=O)N1C2=NC=C3N(C(N(C3=C2C(=C1C=1C(=NN(C1)C)F)Br)C1CC(C1)NC(OC(C)(C)C)=O)=O)C tert-Butyl N-[3-[10-(benzenesulfonyl)-12-bromo-11-(3-fluoro-1-methyl-pyrazol-4-yl)-5-methyl-4-oxo-3,5,8,10-tetrazatricyclo[7.3.0.02,6]dodeca-1,6,8,11-tetraen-3-yl]cyclobutyl]carbamate